ClC=1C(=NC=CC1)OC1=CC=C(C=C1)C1=C(C=NCN1C)CC 6-{4-[(3-chloropyridin-2-yl)oxy]phenyl}-5-ethyl-1-methylpyrimidine